C(CCl)OCCCl β,β'-dichlorodiethyl ether